(8-(5-(4-chloro-3-(trifluoromethyl)benzyl)oxazol-2-yl)-2-((S)-2,2-dimethylcyclopropane-1-carbonyl)-2,6-diazaspiro[3.4]octan-6-yl)(thiazol-5-yl)methanone ClC1=C(C=C(CC2=CN=C(O2)C2CN(CC23CN(C3)C(=O)[C@@H]3C(C3)(C)C)C(=O)C3=CN=CS3)C=C1)C(F)(F)F